C(C)(=O)OC=1C(=NC=CC1OC)C(NC(C(=O)N[C@H](C(C1=CC=C(C=C1)OC)C1=CC=C(C=C1)OC)C)(C)C)=O (S)-2-((1-((1,1-bis(4-methoxyphenyl)propan-2-yl)amino)-2-methyl-1-oxopropan-2-yl)carbamoyl)-4-methoxypyridin-3-yl acetate